4-(aminomethyl)-1-(5-(4-chloro-2-methoxyphenyl)imidazo[2,1-b][1,3,4]thiadiazol-2-yl)piperidin-4-ol NCC1(CCN(CC1)C1=NN2C(S1)=NC=C2C2=C(C=C(C=C2)Cl)OC)O